CSCC1OC(=C(C1)S(=O)(=O)C1=CC(=CC=C1)C)C1=CC=CC=C1 2-((methylthio)methyl)-5-phenyl-4-(3-methylphenyl)sulfonyl-2,3-dihydrofuran